methyl 4-[3-[2,6-dichloro-4-[(1R,4R)-5-methyl-2,5-diazabicyclo[2.2.2]octan-2-yl]benzoyl]-2,4-dihydro-1,3-benzoxazin-8-yl]-5-fluoro-2-(3-oxa-8-azabicyclo[3.2.1]octan-8-yl)benzoate ClC1=C(C(=O)N2COC3=C(C2)C=CC=C3C3=CC(=C(C(=O)OC)C=C3F)N3C2COCC3CC2)C(=CC(=C1)N1[C@H]2CN([C@@H](C1)CC2)C)Cl